(5S)-5-{[(2S)-2-Glycoloylpyrrolidin-1-yl]carbonyl}-2-(4-methylbenzyl)-5,6,7,8-tetrahydro[1,2,4]triazolo[4,3-a]pyridin-3(2H)-on C(CO)(=O)[C@H]1N(CCC1)C(=O)[C@@H]1CCCC=2N1C(N(N2)CC2=CC=C(C=C2)C)=O